[Ag].[Nb].[Ti].[Sn] tin titanium niobium silver